C(C1=CC=CC=C1)N(C(OC(C)(C)C)=O)CCCCC1=NC2=CC=CC=C2C(N1CC(C)(C)C)=O tert-butyl benzyl(4-(3-neopentyl-4-oxo-3,4-dihydroquinazolin-2-yl)butyl)carbamate